FC(CC)(F)C1CCC(N1C(CC)=O)=O 5-(1,1-difluoropropyl)-1-propionyl-pyrrolidin-2-one